C1(=CC(=CC=C1)C1=NN(C=C1)C1=NC=2N(C(=C1)N1CCOCC1)N=C(C2)C2=CC=NC=C2)C 4-[5-[3-(m-tolyl)pyrazol-1-yl]-2-(4-pyridinyl)pyrazolo[1,5-a]pyrimidin-7-yl]morpholine